[K].OC=C1C(CC(CC1=O)C1=C2C=CNC2=CC=C1)=O 2-(hydroxy-methylene)-5-(1H-indol-4-yl)cyclohexane-1,3-dione potassium salt